FC1(C(CC1(F)F)CN1N=NC=C1C(=O)O)F 1-((2,2,3,3-tetrafluorocyclobutyl)methyl)-1H-1,2,3-triazole-5-carboxylic acid